CNC(O[C@H]1CN(CC1)C1=CC(=C(C=C1)C1=NN2C(N=C(C=C2C2CC2)C(=O)N2[C@@H](C3=CC=CC=C3CC2)C)=C1)F)=O (3R)-1-(4-{7-Cyclopropyl-5-[(1R)-1-methyl-1,2,3,4-tetrahydroisoquinoline-2-carbonyl]-pyrazolo[1,5-a]pyrimidin-2-yl}-3-fluorophenyl)pyrrolidin-3-yl N-methylcarbamate